CN1C(=NC2=C1C=CC(=C2)C(=O)N2C[C@H](CCC2)NC(OC(C)(C)C)=O)C=2N(C1=CC=CC=C1C2)C (S)-tert-Butyl (1-(1-methyl-2-(1-methyl-1H-indol-2-yl)-1H-benzo[d]imidazole-5-carbonyl)piperidin-3-yl)carbamate